4-Methyl-7-(5-{7-[(2R)-2-Methylpyrrolidin-1-yl]-6,7,8,9-tetrahydro-5H-benzo[7]annulen-2-yl}-1H-pyrazolo[3,4-b]pyridin-3-yl)-3,4-dihydro-2H-1-benzopyran-4-ol CC1(CCOC2=C1C=CC(=C2)C2=NNC1=NC=C(C=C12)C=1C=CC2=C(CCC(CC2)N2[C@@H](CCC2)C)C1)O